[8-[1-(3,5-difluoroanilino)ethyl]-2-morpholino-4-oxo-chromen-6-yl]N-methyl-acetamide FC=1C=C(NC(C)C=2C=C(C=C3C(C=C(OC23)N2CCOCC2)=O)CC(=O)NC)C=C(C1)F